hexanimine osmium bromide [Os](Br)(Br)(Br)Br.C(CCCCC)=N